FC1=C(C=CC(=C1OC)F)C1=C(C2=C(CCC1)C=C(C=C2)O)C2=CC=C(C=C2)O[C@@H]2CN(CC2)CCCF 6-(2,4-difluoro-3-methoxy-phenyl)-5-[4-[(3S)-1-(3-fluoropropyl)pyrrolidin-3-yl]oxyphenyl]-8,9-dihydro-7H-benzo[7]annulen-2-ol